1,14-diazabicyclo(11.3.0)hexadecene N12C=CCCCCCCCCCC2NCC1